Trichloroacetimidat ClC(C([O-])=N)(Cl)Cl